(R)-3-[2-[3-[8-amino-5-[1-(2-aminoethyl)pyrazol-4-yl]pyrido[3,4-d]pyrimidin-2-yl]phenyl]ethynyl]-3-hydroxy-1-methylpyrrolidin-2-one NC1=NC=C(C2=C1N=C(N=C2)C=2C=C(C=CC2)C#C[C@]2(C(N(CC2)C)=O)O)C=2C=NN(C2)CCN